C(C)(C)(C)OC(=O)N[C@H](C(=O)[O-])C(C1=CC=CC=C1)=O (S)-2-((tert-butoxycarbonyl) amino)-3-oxo-3-phenylpropionate